N-[3-[5,7-difluoro-2-(4-fluorophenyl)-1H-indol-3-yl]cyclobutyl]-2-methoxy-acetamide FC=1C=C2C(=C(NC2=C(C1)F)C1=CC=C(C=C1)F)C1CC(C1)NC(COC)=O